Cl.N1(N=NN=C1)C[C@H](C)OC=1C=C(C=CC1Cl)C=1C=NC(=NC1)NC=1C(=NN(C1)C1CCC(CC1)N1CCOCC1)OCCOCCOC 5-(3-(((S)-1-(1H-tetrazol-1-yl)propan-2-yl)oxy)-4-chlorophenyl)-N-(3-(2-(2-methoxyethoxy)ethoxy)-1-((1r,4r)-4-morpholinocyclohexyl)-1H-pyrazol-4-yl)pyrimidin-2-amine hydrochloride